ClC1=C(N=C(C=2C(N3[C@@H](COC21)CN(CC3)C(=O)OC(C)(C)C)=O)C3=C2C=NN(C2=CC=C3)C)C3=C(C=CC=C3OC)F tert-butyl (6aR)-4-chloro-3-(2-fluoro-6-methoxyphenyl)-1-(1-methyl-1H-indazol-4-yl)-12-oxo-6a,7,9,10-tetrahydro-12H-pyrazino[2,1-c]Pyrido[3,4-f][1,4]Oxazepine-8(6H)-carboxylate